O1CCN(CCC1)CC(=O)NC=1C=C(C(=NC1)C)NC(=O)C1=NN=C2N1C=CC(=C2)C=2C=NN(C2)C N-(5-(2-(1,4-oxazepan-4-yl)acetamido)-2-methylpyridin-3-yl)-7-(1-methyl-1H-pyrazol-4-yl)-[1,2,4]triazolo[4,3-a]pyridine-3-carboxamide